C(CCCCC)C1C(CC(O1)=O)C 5-hexyldihydro-4-methylfuran-2(3h)-one